(R)-2-(1-(5-aminopyridin-3-yl)-2,2-difluoroethyl)isoindoline-1,3-dione NC=1C=C(C=NC1)[C@H](C(F)F)N1C(C2=CC=CC=C2C1=O)=O